O1CC(C1)OC1=C(C=CC=C1)C1CCN(CC1)[C@@H]1COC2(CNC2)C1 (S)-7-(4-(2-(oxetan-3-yloxy)phenyl)piperidin-1-yl)-5-oxa-2-azaspiro[3.4]Octane